O=C(CCC(=O)OCC)C Ethyl 4-oxopentanoate